(S)-1-(5-((2-methyl-4-((tetrahydro-2H-pyran-4-yl)methyl)piperazin-1-yl)methyl)pyrazolo[1,5-a]pyridin-3-yl)dihydropyrimidine-2,4(1H,3H)-dione C[C@@H]1N(CCN(C1)CC1CCOCC1)CC1=CC=2N(C=C1)N=CC2N2C(NC(CC2)=O)=O